C(C)OC1=CC(=C2C(NC=NC2=C1)=O)OC 7-ethoxy-5-methoxyquinazolin-4(3H)-one